(1α,3β,22R)-3-[(6-O-β-D-Glucopyranosyl-β-D-glucopyranosyl)oxy]-1,22,27-trihydroxy-ergosta-5,24-dien-26-oic acid [C@@H]1([C@H](O)[C@@H](O)[C@H](O)[C@H](O1)CO)OC[C@@H]1[C@H]([C@@H]([C@H]([C@@H](O1)O[C@@H]1CC2=CC[C@H]3[C@@H]4CC[C@H]([C@@H]([C@@H](CC(=C(C(=O)O)CO)C)O)C)[C@]4(CC[C@@H]3[C@]2([C@H](C1)O)C)C)O)O)O